CS(=O)(=O)N1CCCC2=CC=C(C=C12)NS(=O)(=O)CC N-(1-(methylsulfonyl)-1,2,3,4-tetrahydroquinolin-7-yl)ethanesulfonamide